C[C@]12CC3(CC(C[C@@](C1)(C3)C)C2)C2C(=O)N(C(C2)=O)CC(C)C ((1r,3R,5S,7r)-3,5-dimethyladamantan-1-yl)-N4-isobutylsuccinimide